C(#N)C1CC2(C1)CC(N(CC2)CC2=C1C=CNC1=C(C=C2C2CC2)C)C2=CC=C(C(=O)NCC1CN(C1)C)C=C2 4-(2-cyano-7-((5-cyclopropyl-7-methyl-1H-indol-4-yl)methyl)-7-azaspiro[3.5]nonan-6-yl)-N-((1-methylazetidin-3-yl)methyl)benzamide